O=C1NC(CCC1N1C(C2=CC=C(C=C2C1=O)CN1CCN(CC1)C1=NC(=CC=C1)C(F)(F)F)=O)=O 2-(2,6-dioxopiperidin-3-yl)-5-((4-(6-(trifluoromethyl)pyridin-2-yl)piperazin-1-yl)methyl)isoindoline-1,3-dione